Cl.N[C@](C(=O)O)(CCCC)C (2S)-2-amino-2-methyl-hexanoic acid hydrochloride